C1(CC1)NC(C1=C(C=C(C=C1OC)C1=CN=C2N1C=CC(=C2)OCC2N(CCCC2)CC)OC(F)F)=O N-cyclopropyl-2-(difluoromethoxy)-4-[7-[(1-ethyl-2-piperidyl)methoxy]imidazo[1,2-a]pyridin-3-yl]-6-methoxy-benzamide